[K+].S(=O)(=O)([O-])CCCOC(C=C)=O acrylic acid (3-sulphopropyl) ester potassium salt